C[Si](CCOCN(C1=NC=NN2C1=C(C=C2[C@@]2(C[C@@]([C@H]1OC(O[C@H]12)(C)C)(C=C)C)O)F)COCC[Si](C)(C)C)(C)C (3aR,4R,6R,6aR)-4-(4-(bis((2-(trimethylsilyl)ethoxy)methyl)amino)-5-fluoropyrrolo[2,1-f][1,2,4]triazin-7-yl)-2,2,6-trimethyl-6-vinyltetrahydro-4H-cyclopenta[d][1,3]dioxol-4-ol